N-phenyl-pyrrolopyrimidine C1(=CC=CC=C1)N1C=NC=C2C1=CC=N2